2,3,3,3-Tetrafluoro-2-methoxy-propanoic acid FC(C(=O)O)(C(F)(F)F)OC